NC1=C(C(=O)NNC(C2=C(C=CC=C2Cl)Cl)=O)C=C(C=N1)Br 2-amino-5-bromo-N'-(2,6-dichlorobenzoyl)nicotinoyl-hydrazine